3-(4-chlorophenyl)-3-phenylacrolein ClC1=CC=C(C=C1)C(=CC=O)C1=CC=CC=C1